COC1=C(C(=CC=C1)OC)S(=O)(=O)NC(C1=CC(=C(C=C1)COC=1SC=CN1)OC)=O N-((2,6-dimethoxyphenyl)sulfonyl)-3-methoxy-4-((thiazol-2-yloxy)methyl)benzamide